C1(=NC=CC2=CC=CC=C12)N1CCNCC1 4-(isoquinoline-1-yl)piperazine